COC[C@@H](C)NC1=NC(=CC(=C1)C=1C=C(C=CC1C)NC(=O)N1C[C@@H](CC1)CC(F)(F)F)N1CCOCC1 (S)-N-(3-(2-(((R)-1-methoxypropan-2-yl)amino)-6-morpholinopyridin-4-yl)-4-methylphenyl)-3-(2,2,2-trifluoroethyl)pyrrolidine-1-carboxamide